C(#N)[C@H](C[C@H]1C(NCC1)=O)NC([C@H](CC1CC1)N1C(C(=CC=C1)[N+](=O)[O-])=O)=O (2S)-N-[(1S)-1-cyano-2-[(3S)-2-oxopyrrolidin-3-yl]ethyl]-3-cyclopropyl-2-(3-nitro-2-oxo-1-pyridyl)propanamide